[Si](C)(C)(C(C)(C)C)O[C@@H]1[C@H](CCC1)C1=CC=C(C=C1)CO (4-((1R,2S)-2-((tert-butyldimethylsilyl)oxy)cyclopentyl)phenyl)methanol